N=1C=C(N2N=CC=CC21)C#CC2=C(C=CC=1C(=NOC12)NC1=CC(=CC(=C1)C(F)(F)F)CN1CCCC1)C 7-(imidazo[1,2-b]pyridazin-3-ylethynyl)-6-methyl-N-(3-(pyrrolidin-1-ylmethyl)-5-(trifluoromethyl)phenyl)benzo[d]isoxazol-3-amine